N[C@H]1CN(CC1)C1=NC(=NC2=C1OCC(N2)C(F)(F)F)N 4-((R)-3-Aminopyrrolidin-1-yl)-7-(trifluoromethyl)-7,8-dihydro-6H-pyrimido[5,4-b][1,4]oxazin-2-amine